N-(4-(2-(5-Fluoropyridin-2-yl)-6,7-dihydro-5H-pyrazolo[5,1-b][1,3]oxazin-3-yl)pyridin-2-yl)propionamide FC=1C=CC(=NC1)C1=NN2C(OCCC2)=C1C1=CC(=NC=C1)NC(CC)=O